C(C)(=O)C1=C(C=C(C=C1)Cl)C=1C(=NN(C(C1)=O)[C@H](C(=O)NC1=CC=C(C(=O)O)C=C1)CC1=CC=CC=C1)OCC1CC1 (S)-4-(2-(4-(2-acetyl-5-chlorophenyl)-3-(cyclopropylmethoxy)-6-oxopyridazin-1(6H)-yl)-3-phenylpropionamido)benzoic acid